C1=C(C=CC2=CC=CC=C12)CN1CC=2C(CC1)=NN(C2O)C2=NC=CC=C2 5-(naphthalen-2-ylmethyl)-2-(pyridin-2-yl)-4,5,6,7-tetrahydro-2H-pyrazolo[4,3-c]pyridin-3-ol